(2R)-2-[(2-amino-5-{[(1S)-1-phenylethyl]sulfanyl}-[1,3]thiazolo[4,5-d]pyrimidin-7-yl)amino]-4-methylpentan-1-ol hydrochloride Cl.NC=1SC2=C(N=C(N=C2N[C@@H](CO)CC(C)C)S[C@@H](C)C2=CC=CC=C2)N1